7-(dimethylamino)-4-hydroxy-2,3,4,5-tetrahydrobenzo[b]thiepine 1,1-dioxide CN(C1=CC2=C(S(CCC(C2)O)(=O)=O)C=C1)C